ClC1=C(N=C(NC1=O)C1=CC(=NC=C1)F)O[C@@H]1CNCCC1 5-chloro-2-(2-fluoro-4-pyridinyl)-4-[[(3S)-3-piperidinyl]oxy]-1H-pyrimidin-6-one